(3-cyclohexylprop-1-en-1-yl)dimethyl-(phenyl)silane C1(CCCCC1)CC=C[Si](C1=CC=CC=C1)(C)C